O1C(=CC2=C1C=CC=C2)C(=O)C2=CC=C(C=C2)C benzofuran-2-yl(p-tolyl)methanone